nitroerythritol [N+](=O)([O-])C([C@H](O)[C@H](O)CO)O